1-(3-fluorobicyclo[1.1.1]pentan-1-yl)-1,4-dihydropyrazine-2,3-dione FC12CC(C1)(C2)N2C(C(NC=C2)=O)=O